6-(7-((tert-butoxycarbonyl) (4-(pyridin-2-yl) benzyl) amino)-3-cyclopropylpyrazolo[1,5-a]pyrimidin-5-yl)-2,6-diazaspiro[3.3]heptane-2-carboxylate C(C)(C)(C)OC(=O)N(C1=CC(=NC=2N1N=CC2C2CC2)N2CC1(CN(C1)C(=O)[O-])C2)CC2=CC=C(C=C2)C2=NC=CC=C2